ClC1=CC2=C(OCC(=N2)C2CCN(CC2)C(=O)OC(C)(C)C)C=C1 tert-Butyl 4-(6-chloro-2H-benzo[b][1,4]oxazin-3-yl)piperidine-1-carboxylate